F[C@@H]1[C@@H](CNCC1)NC(OC(C)(C)C)=O tert-butyl ((3R,4S)-4-fluoropiperidin-3-yl)carbamate